3,3-bis(4-methoxyphenyl)-7-methoxy-11-phenyl-13-hydroxy-13-methyl-3H,13H-indeno[2',3':3,4]naphtho[1,2-b]pyran COC1=CC=C(C=C1)C1(C=CC2=C(O1)C=1C=CC(=CC1C1=C2C(C2=CC(=CC=C21)C2=CC=CC=C2)(C)O)OC)C2=CC=C(C=C2)OC